benzyl (3S,4S)-3-(dimethylamino)-4-methoxypyrrolidine-1-carboxylate CN([C@H]1CN(C[C@@H]1OC)C(=O)OCC1=CC=CC=C1)C